4-(1-fluoro-1-((1-methyl-1H-pyrazol-5-yl)sulfonyl)ethyl)-N-(6-fluoro-pyridin-3-yl)piperidine FC(C)(S(=O)(=O)C1=CC=NN1C)C1CCN(CC1)C=1C=NC(=CC1)F